(2S,5S)-5-(2-(2-(tert-butoxy)-2-oxoethoxy)ethyl)pyrrolidine-1,2-dicarboxylic acid di-tert-butyl ester C(C)(C)(C)OC(=O)N1[C@@H](CC[C@H]1CCOCC(=O)OC(C)(C)C)C(=O)OC(C)(C)C